tert-butyl (2S,3S)-2-{[(2S)-1-methoxy-3-methyl-1-oxobutan-2-yl](methyl)carbamoyl}-3-{[(4-methylbenzenesulfonyl)oxy]methyl}pyrrolidine-1-carboxylate COC([C@H](C(C)C)N(C(=O)[C@H]1N(CC[C@@H]1COS(=O)(=O)C1=CC=C(C=C1)C)C(=O)OC(C)(C)C)C)=O